ClC1=CC=C(C=C1)C1=NN2C(=NC=3C=CC=CC3C2=N1)N[C@H]1C(NCCCC1)=O (3R)-3-{[2-(4-chlorophenyl)[1,2,4]triazolo[1,5-c]quinazolin-5-yl]amino}azepan-2-one